FC=1C=C(C(=O)O)C=C(C1)S(=O)(=O)C 3-fluoro-5-(methylsulfonyl)benzoic acid